COC1=CC=C(C=C1)C(C(NC1=CC=C(C=C1)[Si](C)(C)C)=O)NC(=O)C1NC(NC1)=O N-(1-(4-methoxyphenyl)-2-oxo-2-((4-(trimethylsilyl)phenyl)amino)ethyl)-2-oxoimidazolidine-4-carboxamide